6-(methylsulfonyl)pyridine CS(=O)(=O)C1=CC=CC=N1